(4-(3-hydroxyoxetan-3-yl)phenyl)(5-(p-tolyl)-3,3a,6,6a-tetrahydrocyclopenta[c]pyrrol-2(1H)-yl)methanone OC1(COC1)C1=CC=C(C=C1)C(=O)N1CC2C(C1)C=C(C2)C2=CC=C(C=C2)C